3-(4-methyl-piperazin-1-yl)-1-[3-methyl-5-(8-trifluoromethyl-quinolin-5-yl)-piperidin-1-yl]-propan-1-one CN1CCN(CC1)CCC(=O)N1CC(CC(C1)C1=C2C=CC=NC2=C(C=C1)C(F)(F)F)C